ClC=1N=NC(=CC1)C1=CCC2(OCCO2)CC1 3-Chloro-6-(1,4-dioxaspiro[4.5]dec-7-en-8-yl)pyridazine